C(C)(C)NC1CNCC12COC2 N-Isopropyl-2-oxa-6-azaspiro[3.4]octan-8-amine